methyl (R)-2-acrylamido-3-(3-chloro-4-methoxyphenyl)propanoate C(C=C)(=O)N[C@@H](C(=O)OC)CC1=CC(=C(C=C1)OC)Cl